C1CCC2=NC=3CCCCC3C(=C21)NC(=O)N=[S@](=O)(N)C2=CN=C(S2)C(C)(C)O |o1:17| (R) or (S)-N'-((2,3,5,6,7,8-hexahydro-1H-cyclopenta[b]quinolin-9-yl)carbamoyl)-2-(2-hydroxypropan-2-yl)thiazole-5-sulfonimidamide